N-[1-[2-[4-[(1-cyanocyclopropyl)methylamino]-1-piperidyl]-2-oxo-ethyl]-3-[2-(difluoromethoxy)-5-methylsulfanyl-phenyl]pyrazol-4-yl]pyrazolo[1,5-a]pyrimidine-3-carboxamide C(#N)C1(CC1)CNC1CCN(CC1)C(CN1N=C(C(=C1)NC(=O)C=1C=NN2C1N=CC=C2)C2=C(C=CC(=C2)SC)OC(F)F)=O